5-fluoro-2-((4-fluoro-2-methylphenyl)-amino)-N-(6-methoxy-2-methylpyridin-3-yl)-4-methylbenzamide FC=1C(=CC(=C(C(=O)NC=2C(=NC(=CC2)OC)C)C1)NC1=C(C=C(C=C1)F)C)C